N12CC(C(CC1)CC2)OC2=C(SC=C2)C(=O)[O-] (quinuclidin-3-yloxy)thiophene-2-carboxylate